(2S)-2-amino-N-(3-cyano-6-azatricyclo[6.3.1.04,12]dodeca-1(11),4(12),5,7,9-pentaen-3-yl)-3-(1-fluorocyclopropyl)propanamide N[C@H](C(=O)NC1(CC2=CC=CC3=CN=CC1=C23)C#N)CC2(CC2)F